5-(3-(2-phenylethynyl)phenoxy)-1H-1,2,3-triazole-4-carboxylic acid C1(=CC=CC=C1)C#CC=1C=C(OC2=C(N=NN2)C(=O)O)C=CC1